4-amino-N-(4-(5-tert-butylbenzo[d]oxazol-2-ylamino)-3-methoxyphenyl)butanamide NCCCC(=O)NC1=CC(=C(C=C1)NC=1OC2=C(N1)C=C(C=C2)C(C)(C)C)OC